C(C1=CC=CC=C1)(=O)C12C(=C(C(C1)C2)C2=CC=CC=C2)N(S(=O)(=O)C)CC2=CC=CC=C2 N-(1-benzoyl-3-phenylbicyclo[2.1.1]hex-2-en-2-yl)-N-benzylmethanesulfonamide